1-chloro-N-(5-((5-chloro-4-((2-(dimethylphosphoryl)phenyl)amino)pyrimidin-2-yl)amino)-4-methoxy-2-(4-(4-methylpiperazin-1-yl)piperidin-1-yl)phenyl)methanesulfonamide ClCS(=O)(=O)NC1=C(C=C(C(=C1)NC1=NC=C(C(=N1)NC1=C(C=CC=C1)P(=O)(C)C)Cl)OC)N1CCC(CC1)N1CCN(CC1)C